N-(4-cyanophenyl)cinnamamide C(#N)C1=CC=C(C=C1)NC(C=CC1=CC=CC=C1)=O